C1(CC1)C=1C2=C(C(=NC1)N)C(=NN2[C@@H]2CNCC2)C#CC2=C(C(=NC(=C2F)OC)OC)F (S)-7-cyclopropyl-3-((3,5-difluoro-2,6-dimethoxypyridin-4-yl)ethynyl)-1-(pyrrolidin-3-yl)-1H-pyrazolo[4,3-c]pyridin-4-amine